1-(dimethylamino)-3-(4-nitro-1H-pyrazol-1-yl)propan-2-ol CN(CC(CN1N=CC(=C1)[N+](=O)[O-])O)C